FC=1C=C(CN2CCN(CC2)C(C(C)C)=O)C=CC1C=1C=C2C(=CC=NC2=CC1)NC=1C=C2C=NN(C2=CC1)C 1-(4-(3-fluoro-4-(4-((1-methyl-1H-indazol-5-yl)amino)quinolin-6-yl)benzyl)piperazin-1-yl)-2-methylpropan-1-one